CC(C#CC1=NC=C(C=N1)C=O)(C)C 2-(3,3-dimethyl-1-butynyl)pyrimidine-5-carbaldehyde